piperidine chloride lithium chloride [Cl-].[Li+].[Cl-].N1CCCCC1